FC1=CC2=C(CN(CCC2(C)C)C2=CC(=C(C(=C2)C)NC(CC(C)(C)C)=O)C)C=C1 N-(4-(7-fluoro-5,5-dimethyl-1,3,4,5-tetrahydro-2H-benzo[c]azepin-2-yl)-2,6-dimethylphenyl)-3,3-dimethylbutyramide